FC1=C(C=CC=C1)C1=CC(=CN1S(=O)(=O)C=1C=NC=C(C1)OCCCOC)C=O 5-(2-fluorophenyl)-1-((5-(3-methoxypropoxy)pyridin-3-yl)sulfonyl)-1H-pyrrole-3-carbaldehyde